8-benzyl-2-((4,5-dimethylfuran-2-yl)methyl)-6-(2-fluorophenyl)imidazo[1,2-a]pyrazin-3(7H)-one C(C1=CC=CC=C1)C1=C2N(C=C(N1)C1=C(C=CC=C1)F)C(C(=N2)CC=2OC(=C(C2)C)C)=O